FC1=CC=C(C(=C1C#CC1=NC=CC(=C1)C(=O)/N=C/1\NC2=C(N1CC(C)(C)O)C=C(C=C2)CN2CCN(CC2)C)C=O)O 2-[2-(6-fluoro-2-formyl-3-hydroxyphenyl)ethynyl]-N-[(2E)-1-(2-hydroxy-2-methylpropyl)-6-[(4-methylpiperazin-1-yl)methyl]-3H-1,3-benzodiazol-2-ylidene]pyridine-4-carboxamide